2-[(6-chloro-3-morpholinosulfonyl-4-quinolyl)amino]-4-fluoro-benzoic acid ClC=1C=C2C(=C(C=NC2=CC1)S(=O)(=O)N1CCOCC1)NC1=C(C(=O)O)C=CC(=C1)F